METHYL-PHENYLPENTENAL 6-chloroindol-1-carboxylate ClC1=CC=C2C=CN(C2=C1)C(=O)O.CC(=C(C=O)C1=CC=CC=C1)CC